F[C@@H]1C(NC(C[C@@H]1OC1=CC=C(N=N1)C1=NC=C(C=C1O)C=1C=CC=2N(N1)C=CN2)(C)C)(C)C 2-(6-{[(3R,4S)-3-fluoro-2,2,6,6-tetramethylpiperidin-4-yl]oxy}pyridazin-3-yl)-5-(imidazo[1,2-b]pyridazin-6-yl)pyridin-3-ol